oxazine hydrate O.O1NC=CC=C1